C(C)N1N=C2C(N=CC=C2)=C1C 2-ethyl-3-methyl-2H-pyrazolo[4,3-b]Pyridine